NC=1C(=C(C(=CC1)F)C1N(CC=2N(C1)C=NC2C(=O)OCC)C)F Ethyl 6-(3-amino-2,6-difluorophenyl)-7-methyl-5H,6H,8H-imidazo[1,5-a]pyrazine-1-carboxylate